OCC1=CC2=C(C(=NO2)C=2C(=C(C=CC2OC)S(=O)(=O)N)OC)C=C1 (6-(hydroxymethyl)benzo[d]isoxazol-3-yl)-2,4-dimethoxybenzenesulfonamide